1-(3-(2-aminopropoxy)propyl)-3-(5-(trifluoromethyl)pyridin-2-yl)imidazolidin-2-one hydrochloride Cl.NC(COCCCN1C(N(CC1)C1=NC=C(C=C1)C(F)(F)F)=O)C